N-(1-cyclopropyl-6-fluoro-2-(3-fluorophenyl)-5-benzimidazolyl)-5-(4-acetamidophenyl)-1,3,4-thiadiazol-2-amine C1(CC1)N1C(=NC2=C1C=C(C(=C2)NC=2SC(=NN2)C2=CC=C(C=C2)NC(C)=O)F)C2=CC(=CC=C2)F